CC=1N=COC1C=O (4-methyl-oxazol-5-yl)-methanone